methyl 8-(difluoromethoxy)-2-methyl-3-oxo-3,4-dihydroquinoxaline-6-carboxylate FC(OC=1C=C(C=C2NC(C(=NC12)C)=O)C(=O)OC)F